CC=1C=C(C=CC1C)N=NC1=CC(=C(C=C1)C)C 3,3',4,4'-tetramethylazobenzene